FC1=C(C(=CC(=C1)OC)F)N1C(=NC(=C1)C1CCC(CC1)=O)C1=C(C(=O)N)C=CC(=C1)OC(F)F (1-(2,6-Difluoro-4-methoxyphenyl)-4-(4-oxocyclohexyl)-1H-imidazol-2-yl)-4-(difluoromethoxy)benzamide